N=1C=NN2C1C=C(C=C2)C=2C=CC(=C(C2)NC2=NC=NC1=CC(=C(C=C21)OC2CCN(CC2)C(C=C)=O)OC)OC 1-(4-((4-((5-([1,2,4]triazolo[1,5-a]pyridin-7-yl)-2-methoxyphenyl)amino)-7-methoxy-quinazolin-6-yl)oxy)piperidin-1-yl)prop-2-en-1-one